OC1=CC(=CC2=C1C(C=C(O2)C2=CC(=C(C=C2)OC)O)=O)O 5,7-Dihydroxy-2-(3-hydroxy-4-methoxyphenyl)-4H-1-benzopyran-4-one